C(OCC1=CC=C(C=C1)Cl)(OC1=CC=C(C=C1)[N+](=O)[O-])=O 4-chlorobenzyl (4-nitrophenyl) carbonate